1-chloro-1,1-difluoromethane ClC(F)F